N-(2-(1-acetyl-3-methyl-5-phenylindolin-3-yl)ethyl)-N-methylacetamide C(C)(=O)N1CC(C2=CC(=CC=C12)C1=CC=CC=C1)(C)CCN(C(C)=O)C